C1(CC1)C=1NC(C=2C(N1)=NN(C2COC)C2=C(C=C(C=C2C)C2CC2)C)=O 6-cyclopropyl-2-(4-cyclopropyl-2,6-dimethylphenyl)-3-(methoxymethyl)-2,5-dihydro-4H-pyrazolo[3,4-d]pyrimidin-4-one